3-(1H-Pyrazol-5-yl)-N-(2,2,2-trifluoroethyl)-2-((((CIS)-4-(2,3,6-trifluorophenyl)cyclohexyl)-oxy)methyl)piperidine-1-carboxamide N1N=CC=C1C1C(N(CCC1)C(=O)NCC(F)(F)F)CO[C@@H]1CC[C@@H](CC1)C1=C(C(=CC=C1F)F)F